C(C)C1(CC2CCCCC2CC1)OC(=O)C1C2C3C4C=CC(C3C(C1)C2)C4 8-(2-ethyldecahydronaphthalene-2-yloxycarbonyl)-tetracyclo[4.4.0.12,5.17,10]-3-dodecene